3-Ethyl-9-(hydroxymethyl)-4,7-dimethyl-3,4-dihydro-5H-pyrazolo[3,4-c]isoquinolin-5-one C(C)N1N=CC2=C1N(C(C=1C=C(C=C(C21)CO)C)=O)C